OCCC1CN(CC1)C1=CC=C(C=C1)C1CCN(CC1)C1=CC(=C(C#N)C=C1)C(F)(F)F 4-[4-[4-[3-(2-hydroxyethyl)pyrrolidin-1-yl]phenyl]-1-piperidinyl]-2-(trifluoromethyl)-benzonitrile